FC=1C=C(C=C(C1)F)CC=1C=C2C(=NNC2=CC1)NC(C1=CC=C(C=C1)C=O)=O N-[5-[(3,5-difluorophenyl)methyl]-1H-indazol-3-yl]-4-formyl-benzamide